COC(C1CCN(CC1)C1=NOC(=C1)[C@H](C(=O)N1[C@@H](C[C@H](C1)O)C(=O)N[C@@H](C)C1=CC=C(C=C1)C=1N(N=CC1)C)C(C)C)OC (2S,4R)-1-[(2R)-2-[3-[4-(dimethoxymethyl)-1-piperidinyl]isoxazol-5-yl]-3-methyl-butyryl]-4-hydroxy-N-[(1S)-1-[4-(2-methylpyrazol-3-yl)phenyl]ethyl]pyrrolidine-2-carboxamide